6-(5-(4-((1S,5R)-3-azabicyclo[3.1.0]hexan-1-yl)phenyl)-2-amino-6-fluoropyridin-3-yl)-8-fluoro-3,4-dihydroisoquinolin-1(2H)-one [C@@]12(CNC[C@@H]2C1)C1=CC=C(C=C1)C=1C=C(C(=NC1F)N)C=1C=C2CCNC(C2=C(C1)F)=O